CC1=C(C(=CC=C1)C)C1=CC=CC2=C1C(=NO2)N2C(N1[C@H](C2)C[C@@H](C1)NS(=O)(=O)CC)=O N-{(6S,7aS)-2-[4-(2,6-dimethylphenyl)-1,2-benzoxazol-3-yl]-3-oxohexahydro-1H-pyrrolo[1,2-c]imidazol-6-yl}ethanesulfonamide